3-(((benzyloxy)carbonyl)amino)-3-cyanoazetidine-1-carboxylic acid tert-butyl ester C(C)(C)(C)OC(=O)N1CC(C1)(C#N)NC(=O)OCC1=CC=CC=C1